titanium-silver-copper [Cu].[Ag].[Ti]